(E)-4-phenyl-3-(3-(2-trifluoromethylphenyl)acryloyl)oxazolidin-2-one-5,5-d2 C1(=CC=CC=C1)C1N(C(OC1([2H])[2H])=O)C(\C=C\C1=C(C=CC=C1)C(F)(F)F)=O